Calcium gluconat lactat C(C(O)C)(=O)[O-].O=C([C@H](O)[C@@H](O)[C@H](O)[C@H](O)CO)[O-].[Ca+2]